C(C)C(C(CO)(C)C)C(CO)C 3-ethyl-2,2,4-trimethylpentane-1,5-diol